N[C@@H](CCC)C(=O)O |r| racemic-DL-norvaline